Cl.BrC=1C=NC=C(C1OC(CNCC1=C(C=C(C=C1)OC)OC)C(F)(F)F)Br 2-((3,5-Dibromopyridin-4-yl)oxy)-N-(2,4-dimethoxybenzyl)-3,3,3-trifluoropropan-1-amine hydrochloride